C(C1=CC=CC=C1)OC1=CC=C(C=C1)N(S(=O)(=O)C1=CC=C(C(=O)NC=2SC=C(N2)C2=NC=CC=C2)C=C1)C 4-(N-(4-(benzyloxy)phenyl)-N-methylsulfamoyl)-N-(4-(pyridin-2-yl)thiazol-2-yl)benzamide